ClC1=C(C=CC=C1F)[C@@H]1[C@@H](CN(C1)CC(F)(F)F)C(=O)OCC |r| rac-ethyl (3S,4S)-4-(2-chloro-3-fluorophenyl)-1-(2,2,2-trifluoroethyl)pyrrolidine-3-carboxylate